(((1R)-1-(2-cyano-3-(3,3-difluoro-8-azabicyclo[3.2.1]octan-8-yl)-7-methylquinoxalin-5-yl)ethyl)amino)benzoic acid C(#N)C1=NC2=CC(=CC(=C2N=C1N1C2CC(CC1CC2)(F)F)[C@@H](C)NC2=C(C(=O)O)C=CC=C2)C